C[N+]1(CCCCC1)C.O=C([C@H](O)[C@@H](O)[C@H](O)[C@H](O)CO)[O-] gluconic acid, dimethyl-piperidinium salt